(3R)-N-[2-cyano-4-fluoro-3-[4-oxo-3-[4-(3-piperidyl)phenyl]quinazolin-6-yl]oxy-phenyl]-3-fluoro-pyrrolidine-1-sulfonamide C(#N)C1=C(C=CC(=C1OC=1C=C2C(N(C=NC2=CC1)C1=CC=C(C=C1)C1CNCCC1)=O)F)NS(=O)(=O)N1C[C@@H](CC1)F